3-(4-(dihexylamino)-3-fluorophenyl)-2,6-dimethylpyrimidin-4(3H)-one C(CCCCC)N(C1=C(C=C(C=C1)N1C(=NC(=CC1=O)C)C)F)CCCCCC